7',8'-dihydro-5'H-spiro[1,3-dioxolan-2,6'-quinolin]-2'-ol N1=C(C=CC=2CC3(CCC12)OCCO3)O